[1,1'-biphenyl]-3-yl(4-(2-(3,4-dihydroxy-5-methoxyphenyl)-1H-benzo[d]imidazol-5-yl)piperazin-1-yl)methanone C1(=CC(=CC=C1)C(=O)N1CCN(CC1)C1=CC2=C(NC(=N2)C2=CC(=C(C(=C2)OC)O)O)C=C1)C1=CC=CC=C1